(R)-2-hydroxy-N-methoxy-N-methyl-2-phenylacetamide O[C@@H](C(=O)N(C)OC)C1=CC=CC=C1